[35SH2] The molecule is the radioactive isotope of sulfur with relative atomic mass 34.9690322 and nuclear spin (3)/2. The longest-lived sulfur radionuclide with half-life of 87.5 days.